C(C)OC=1C(=NC(=C(C1)S(=O)(=O)C)C1=NC2=C(N1C)C=CC(=C2)C(F)(F)F)C(=N)N(C)C Ethoxy-N,N-dimethyl-5-methylsulfonyl-6-[1-methyl-5-(trifluoromethyl)benzimidazol-2-yl]pyridin-2-carboxamidin